BrC=1C=CC2=C(C=CO2)C1 5-bromobenzofuran